(R)-N-((R)-1-(4-bromopyridin-2-yl)ethyl)-N-ethyl-2-methylpropane-2-sulfinamide BrC1=CC(=NC=C1)[C@@H](C)N([S@](=O)C(C)(C)C)CC